BrC=1C=C2N(N=CC(=C2N[C@@H]2COCC2)C(=NC2=C(C=C(C=C2)O[Si](C)(C)C(C)(C)C)C)N)C1 6-bromo-N'-[4-[tert-butyl(dimethyl)silyl]oxy-2-methyl-phenyl]-4-[[(3S)-tetrahydrofuran-3-yl]amino]pyrrolo[1,2-b]pyridazine-3-carboxamidine